FC(C)(F)C1=CC(=C(C(=C1)C)C1=CC2=C(N=N1)N(C=C2C)C2CC(C2)(O)C)OCOC (1s,3s)-3-{3-[4-(1,1-difluoroethyl)-2-(methoxymethoxy)-6-methylphenyl]-5-methyl-7H-pyrrolo[2,3-c]pyridazin-7-yl}-1-methylcyclobutanol